C(CCC)C1=NC2(C(N1CC1=CC(=C(C=C1)C=1C(=CC=CC1)S(=O)(=O)NC1=NOC(=C1Cl)C)CN1C(C3(CC3)CC1)=O)=O)CCCC2 4'-((2-Butyl-4-oxo-1,3-diazaspiro[4.4]non-1-en-3-yl)methyl)-N-(4-chloro-5-Methylisoxazol-3-yl)-2'-((4-oxo-5-azaspiro[2.4]hept-5-yl)methyl)-[1,1'-biphenyl]-2-Sulfonamide